(6-aminopyridin-3-yl)-N-((5-(3-(4,4-difluoropiperidine-1-carbonyl)azetidin-1-yl)-7-(4-fluorophenyl)benzofuran-2-yl)methyl)acrylamide NC1=CC=C(C=N1)C(C(=O)NCC=1OC2=C(C1)C=C(C=C2C2=CC=C(C=C2)F)N2CC(C2)C(=O)N2CCC(CC2)(F)F)=C